8-(3-(2,6-bis(benzyloxy)pyridin-3-yl)-1-methyl-1H-indazol-6-yl)-1,4-dioxa-8-azaspiro[4.5]decane C(C1=CC=CC=C1)OC1=NC(=CC=C1C1=NN(C2=CC(=CC=C12)N1CCC2(OCCO2)CC1)C)OCC1=CC=CC=C1